(3S)-4-amino-3-methylbutanoic acid ethyl ester C(C)OC(C[C@@H](CN)C)=O